C(C)O[Si](OC(C)=O)(OC(C)=O)OCC diethoxydiacetoxysilane